C(C)C1=NN(C(C2=C1N=C(C=C2)C(C)C)=O)CC(=O)NC2CC(C2)(C)O 2-(8-ethyl-2-isopropyl-5-oxopyrido[2,3-d]pyridazin-6(5H)-yl)-N-((1s,3s)-3-hydroxy-3-methylcyclobutyl)acetamide